S(=O)(=O)(O)OCCN(CC)C1=CC=C(C=C1)NC1=CC=NC2=CC(=CC=C12)Cl 2-[[4-[(7-chloro-4-quinolinyl)amino]phenyl]-ethylamino]ethanol sulfate